NC1=C(C=C(C(=C1)O[Si](C(C)C)(C(C)C)C(C)C)OC)C(=O)N1[C@@H](CC(=C1)C)CO[Si](C)(C)C(C)(C)C (S)-(2-amino-5-methoxy-4-((triisopropylsilyl)oxy)phenyl)(2-(((tert-butyldimethylsilyl)oxy)methyl)-4-methyl-2,3-dihydro-1H-pyrrol-1-yl)methanone